FC(OC=1C=C(C=CC1)C1=NN(C=2C1=NC=C(C2)C(=O)N[C@]2(COCC2)C(C)(C)O)C(C)C)F (R)-3-(3-(difluoromethoxy)phenyl)-N-(3-(2-hydroxypropan-2-yl)tetrahydrofuran-3-yl)-1-isopropyl-1H-pyrazolo[4,3-b]pyridine-6-carboxamide